4-methyl-N-(6-(thiophene-2-sulfonamido)benzo[d]thiazol-2-yl)piperazine-1-carboxamide CN1CCN(CC1)C(=O)NC=1SC2=C(N1)C=CC(=C2)NS(=O)(=O)C=2SC=CC2